C(#N)C1=NC=CC(=C1)NC(OCCCC)=O butyl (2-cyanopyridin-4-yl)carbamate